C(C)(C)(C)C1=C(C(=O)C2=CC=CC=C2)C=CC(=C1O)O tert-butyl-3,4-dihydroxybenzophenone